C(CCCCCCCCCCCC)OC(CSCC1=CC(=C(C(=C1)C(C)(C)C)O)C(C)(C)C)=O Tridecyl-4-hydroxy-3,5-di-tertbutylbenzylmercaptoacetat